2-(((2R)-2-(pyrrolidin-1-yl)cyclopentyl)thio)-1,4-dihydroquinazoline N1(CCCC1)[C@H]1C(CCC1)SC=1NC2=CC=CC=C2CN1